5-(pyrazin-2-ylamino)-3-(3-(pyridin-2-ylmethoxy)-4-((2,2,2-trifluoroethyl)sulfonamido)phenyl)-1H-pyrazole-4-carboxamide N1=C(C=NC=C1)NC1=C(C(=NN1)C1=CC(=C(C=C1)NS(=O)(=O)CC(F)(F)F)OCC1=NC=CC=C1)C(=O)N